FC(OC1=CC=C(C=C1)P(C1=CC=C(C=C1)OC(F)(F)F)=O)(F)F bis(4-trifluoromethoxyphenyl)phosphine oxide